C(CCC)SC1=CC=C(C=C2N=C(N(C2=O)C)C)C=C1 4-(4-(Z-butylthio)benzylidene)-1,2-dimethyl-imidazol-5-one